2-methoxy-N-((5-(thiophen-2-yl)-1,3,4-oxadiazol-2-yl)methyl)nicotinamide COC1=C(C(=O)NCC=2OC(=NN2)C=2SC=CC2)C=CC=N1